5-methoxy-1-phenyl-3-(trifluoromethyl)-1H-benzo[g]indazole COC=1C=C2C(=NN(C2=C2C1C=CC=C2)C2=CC=CC=C2)C(F)(F)F